COC(C1=CC=C(C=C1)COC([C@@H](NC(C[C@H]1N(C(CC1)=O)CC1=C(C(=CC=C1)F)F)=O)C(C)C)=O)=O.CSC1=NC=CC=C1 2-(methylthio)pyridine Methyl-4-((((2-((S)-1-(2,3-difluorobenzyl)-5-oxopyrrolidin-2-yl)acetyl)-L-valyl)oxy)methyl)benzoate